[Cl-].C(CCCCCCCCC)OCC(C[N+]1=CC=CC=C1)O 1-[3-(Decyloxy)-2-Hydroxypropyl]Pyridinium Chloride